5-(Isoxazolidin-3-yl)pyridin-2-amine TFA salt Tert-butyl-(3S)-3-[6-(tert-butoxycarbonylamino)-3-pyridyl]isoxazolidine-2-carboxylate C(C)(C)(C)OC(=O)N1OCC[C@H]1C=1C=NC(=CC1)NC(=O)OC(C)(C)C.OC(=O)C(F)(F)F.O1NC(CC1)C=1C=CC(=NC1)N